2-{2-(acetyloxy)-1-[4-fluoro-3-(trifluoromethyl)phenyl]ethylidene}hydrazinecarboxylate C(C)(=O)OCC(C1=CC(=C(C=C1)F)C(F)(F)F)=NNC(=O)[O-]